2-[[6-(4-Fluoro-3-methyl-phenyl)pyrazolo[4,3-b]pyridin-1-yl]methyl]-5-(trifluoromethyl)-1,3,4-oxadiazole FC1=C(C=C(C=C1)C=1C=C2C(=NC1)C=NN2CC=2OC(=NN2)C(F)(F)F)C